[Al].OC1=NC2=CC=CC=C2C=C1 hydroxyquinoline compound with aluminum